(E)-6-(pyridine-2-sulfonylamino)pyridazine-3-carboxamide N1=C(C=CC=C1)S(=O)(=O)NC1=CC=C(N=N1)C(=O)N